C1CCC2=C(C=3CCCC3C=C12)NC(=O)NS(=O)(=O)\C=C\C1N(CCCC1)C (E)-N-((1,2,3,5,6,7-Hexahydro-s-indacen-4-yl)carbamoyl)-2-(1-methylpiperidin-2-yl)ethen-1-sulfonamid